ClC=1C(=C(C=CC1)N(C1=NC=NC2=CC(=C(C=C12)NC1CCN(CC1)C(=O)OCC1=CC=CC=C1)OC)CC1=CC(=C(C=C1)OC)OC)F benzyl 4-((4-((3-chloro-2-fluoro-phenyl)(3,4-dimethoxybenzyl)amino)-7-methoxyquinazolin-6-yl)amino)piperidine-1-carboxylate